((3as,4r,6s,6as)-6-(4-aminopyrrolo[2,1-f][1,2,4]triazin-7-yl)-4-cyano-2,2-dimethyltetrahydrofurano[3,4-d][1,3]dioxol-4-yl) methylethyl carbonate C(O[C@]1(O[C@H]([C@@H]2OC(O[C@@H]21)(C)C)C2=CC=C1C(=NC=NN12)N)C#N)(OC(C)C)=O